ClC=1C=C(C=CC1NC(=O)C1=CC(=CC=2NC(=NC21)C(F)(F)F)Cl)NC(OC(C)(C)C)=O tert-butyl (3-chloro-4-(6-chloro-2-(trifluoromethyl)-1H-benzo[d]imidazole-4-carboxamido)phenyl)-carbamate